[Br-].C1(CC1)CN1C=NC(=C1C1=CC=C(C=C1)F)C1=CC=C(C=C1)F N3-(cyclopropylmethyl)-4,5-bis(4'-fluorophenyl)imidazole bromide